2-oxo-1-phenyl-4H,5H,6H,7H-pyrazolo[1,5-a]pyridine-3-carboxamide O=C1N(N2C(CCCC2)=C1C(=O)N)C1=CC=CC=C1